C(C)C=1C(=C(C=CC1)OC(NC1CC(CC(C1)(C)C)(C)CNC(=S)OC1=C(C(=CC=C1)CC)CC)=S)CC 3-((diethylphenoxy)thiocarbonylamino-methyl)-3,5,5-trimethylcyclohexylthiocarbamic acid (diethylphenyl) ester